C(C(C)(C)C)N1CCNCC1 1-neopentyl-piperazine